4-isothiocyanatobenzene N(=C=S)C1=CC=CC=C1